SC(C(C)C)C 3-Mercapto-2-Methylbutan